C12(CC3CC(CC(C1)C3)C2)NS(=O)(=O)C2=CC=C(CCNC(C3=CC(=CC=C3)OCCCC)=O)C=C2 N-(4-(N-((3R,5R)-adamantan-1-yl)aminosulfonyl)phenethyl)-3-butoxybenzamide